N-(ethylsulfonyl)-2-nitro-5-(perfluorophenoxy)benzamide C(C)S(=O)(=O)NC(C1=C(C=CC(=C1)OC1=C(C(=C(C(=C1F)F)F)F)F)[N+](=O)[O-])=O